C(CCC)N1C([C@H](NC(C12CCN(CC2)CC2=CC=C(C=C2)OC2=CC=C(C=C2)NC(=O)CC(C)C)=O)[C@@H](C2CCOCC2)O)=O (3R)-1-butyl-2,5-dioxo-3-((1R)-1-hydroxy-1-(tetrahydropyran-4-yl)methyl)-9-(4-(4-(2-methylpropyl)carbonylaminophenoxy)phenylmethyl)-1,4,9-triazaspiro[5.5]undecane